C(C)(C)OC=1C=CC(=NC1)C1=NSC(=N1)NC1=NC=CC(=C1S(=O)(=O)Cl)C(F)(F)F 2-((3-(5-Isopropoxypyridin-2-yl)-1,2,4-thiadiazol-5-yl)amino)(trifluoromethyl)pyridine-3-sulfonyl chloride